CN(C=C(C#N)C(=O)C=1NC2=CC=CC=C2C1)C 3-(dimethylamino)-2-(1H-indole-2-carbonyl)acrylonitrile